FC(C1=NC2=C(C=CC=C2C(=C1)O)C(F)(F)F)(F)F 2,8-bistrifluoromethyl-4-hydroxyquinoline